CC1=C(C(=O)O)C=C(C=C1)N1[C@H]2CN([C@@H](C1)C2)C 2-methyl-5-[(1R,4R)-5-methyl-2,5-diazabicyclo[2.2.1]heptan-2-yl]benzoic acid